O=C1C(COC1)C=O 4-OXO-TETRAHYDROFURAN-3-CARBOXALDEHYDE